isobutyl (3-(hydroxyamino)-3-oxo-propyl) phosphonate P(OCC(C)C)(OCCC(=O)NO)=O